tris(2,3-diethyl-pentyl)aluminum C(C)C(C[Al](CC(C(CC)CC)CC)CC(C(CC)CC)CC)C(CC)CC